C(C)(C)C=1C2=C(C(N(N1)CC(=O)NC1=CC3=C(N(C(N3)=O)C)C=C1)=O)SC1=C2C=CC=C1 2-(1-isopropyl-4-oxo-benzo[4,5]thieno[2,3-d]pyridazin-3(4H)-yl)-N-(1-methyl-2-oxo-2,3-dihydro-1H-benzo[d]imidazol-5-yl)acetamide